COC=1C=C(C=C(C1)OC)C1=CC(=NN1C1=C(C=CC=C1)OCC)CO [5-(3,5-Dimethoxyphenyl)-1-(2-ethoxyphenyl)-1H-pyrazol-3-yl]methanol